FC(COC=1N=CC=2N(C1)C(=CN2)C2=CC=CC(=N2)NC2N(CC(C2)F)C(=O)[O-])F [[6-[6-(2,2-difluoroethoxy)imidazo[1,2-a]pyrazin-3-yl]-2-pyridyl]amino]-4-fluoro-pyrrolidine-1-carboxylate